C(C)(C)(C)NC=1N=CC2=C(N1)C(=CN=C2C2=C(C(=O)N)C=CC=C2)C2CCOCC2 (2-(tert-butylamino)-8-(tetrahydro-2H-pyran-4-yl)pyrido[4,3-d]pyrimidin-5-yl)benzamide